O=C(C(/C=C/C=1C=C(OC)C(=CC1)O)=O)C(=O)\C=C\C1=CC=C(O)C(OC)=C1 monoketocurcumin